(1R,3r,5S)-8-((4-(Difluoromethoxy)phenyl)sulfonyl)-N-(tetrahydro-2H-pyran-4-yl)-8-azabicyclo[3.2.1]octan-3-amine FC(OC1=CC=C(C=C1)S(=O)(=O)N1[C@H]2CC(C[C@@H]1CC2)NC2CCOCC2)F